5-(tert-butyl)-N-(2-methyl-4-(6-(tetrahydrofuran-3-yl)pyrrolo[2,1-f][1,2,4]triazin-4-yl)benzyl)-1,2,4-oxadiazole-3-carboxamide C(C)(C)(C)C1=NC(=NO1)C(=O)NCC1=C(C=C(C=C1)C1=NC=NN2C1=CC(=C2)C2COCC2)C